1,2-dimethyl-N-p-toluenesulfonyl-1H-indole-3-formamide CN1C(=C(C2=CC=CC=C12)C(=O)NS(=O)(=O)C1=CC=C(C)C=C1)C